FC=1C=C2C(=C(NC2=C(C1)F)C)CCNC1=NC(=NC2=C1OCCN2)C=2C(NC=CC2)=O 3-[4-[2-(5,7-difluoro-2-methyl-1H-indol-3-yl)ethylamino]-7,8-dihydro-6H-pyrimido[5,4-b][1,4]oxazin-2-yl]-1H-pyridin-2-one